3α-hydroxy-5β-androstane-17-one O[C@H]1C[C@H]2CC[C@H]3[C@@H]4CCC([C@@]4(C)CC[C@@H]3[C@]2(CC1)C)=O